(5aR,5bS,7aS,8S,10aS,10bR)-5a,7a-dimethyl-2-(piperidin-1-ylamino)-5,5a,5b,6,7,7a,8,9,10,10a,10b,11-dodecahydro-4H-cyclopenta[7,8]phenanthro[2,1-d]thiazol-8-yl acetate C(C)(=O)O[C@H]1CC[C@@H]2[C@@]1(CC[C@@H]1[C@]3(CCC=4N=C(SC4C3=CC[C@@H]21)NN2CCCCC2)C)C